4-(1-((bis(2-ethylhexyl)amino)methyl)-1H-pyrazol-3-yl)benzoic acid C(C)C(CN(CC(CCCC)CC)CN1N=C(C=C1)C1=CC=C(C(=O)O)C=C1)CCCC